COC1=CC=CC2=C1C(=CN2)C/C(=N/OS(=O)(=O)O)/S[C@H]3[C@@H]([C@H]([C@@H]([C@H](O3)CO)O)O)O The molecule is an indolylmethylglucosinolic acid that is glucobrassicin bearing a methoxy substituent at position 4 on the indole ring. It is an indolyl carbohydrate and an indolylmethylglucosinolic acid. It derives from a glucobrassicin. It is a conjugate acid of a 4-methoxyglucobrassicin(1-).